O=C1N(CC2=CC(=CC=C12)O[C@@H]1[C@@H](CCCC1)N1CC(C1)C=1C=NC=CC1)C1C(NC(CC1)=O)=O 3-(1-oxo-5-(((1S,2R)-2-(3-(pyridin-3-yl)azetidin-1-yl)-cyclohexyl)oxy)isoindolin-2-yl)piperidine-2,6-dione